N-[2-(2-chlorophenyl)-3-(4-chlorophenyl)-5,6,7,8-tetrahydrooxepino[3,2-c]pyrazol-8-yl]pyrimidine-4-carboxamide ClC1=C(C=CC=C1)N1N=C2C(=C1C1=CC=C(C=C1)Cl)OCCCC2NC(=O)C2=NC=NC=C2